FC1=C(C=CC(=C1OC)F)CO (2,4-difluoro-3-methoxyphenyl)methanol